3-fluoro-4-(5-methyloxazol-4-yl)aniline FC=1C=C(N)C=CC1C=1N=COC1C